COC1=C(C(=CC=C1)C)C1=NN2C(NC(CC2)=O)=C1 2-(2-methoxy-6-methylphenyl)-6,7-dihydropyrazolo[1,5-a]pyrimidin-5(4H)-one